(S)-1-(5-fluoro-4-((1-(5-(3-fluorophenyl)-4,5-dihydro-1H-pyrazole-1-carbonyl)azetidin-3-yl)oxy)pyridin-2-yl)-3,5-dimethyl-1H-pyrazole-4-carboxamide FC=1C(=CC(=NC1)N1N=C(C(=C1C)C(=O)N)C)OC1CN(C1)C(=O)N1N=CC[C@H]1C1=CC(=CC=C1)F